NC1=C(CC=2C(NNC2)=N1)C#N 6-amino-2,4-dihydropyrido[2,3-c]Pyrazole-5-carbonitrile